isodecyl ether sulphate S(=O)(=O)(O)O.C(CCCCCCC(C)C)OCCCCCCCC(C)C